FC1=CC=C(CN2C3CC(CC2CC3)N)C=C1 8-(4-fluorobenzyl)-8-azabicyclo[3.2.1]octane-3-amine